2,4-dimethylpentan-3-yl (2R)-{[(2S,5R)-2-carbamoyl-3-methyl-7-oxo-1,6-diazabicyclo[3.2.1]oct-3-en-6-yl]oxy}(fluoro)ethanoate C(N)(=O)[C@H]1N2C(N([C@H](C=C1C)C2)O[C@@H](C(=O)OC(C(C)C)C(C)C)F)=O